FC(C1=CC=C2CCCN(C2=C1)C=1C=C2C(=CN1)N(C=C2C(=O)OC)C)F Methyl 5-[7-(difluoromethyl)-3,4-dihydro-2H-quinolin-1-yl]-1-methylpyrrolo[2,3-c]pyridine-3-carboxylate